6-fluoro-5-[4-[6-[2-[2-[2-[2-[2-(2-iodoethoxy)ethoxy]ethoxy]ethoxy]ethoxy]ethoxy]imidazo[1,2-a]-pyridin-2-yl]phenyl]-N,N-dimethyl-pyridin-2-amine FC1=C(C=CC(=N1)N(C)C)C1=CC=C(C=C1)C=1N=C2N(C=C(C=C2)OCCOCCOCCOCCOCCOCCI)C1